7-[5-CHLORO-2-(5-METHYL-1,2,4-THIADIAZOL-3-YL)PHENYL]-N-[(2,4-DIMETHOXYPHENYL)METHYL]CINNOLIN-4-AMINE ClC=1C=CC(=C(C1)C1=CC=C2C(=CN=NC2=C1)NCC1=C(C=C(C=C1)OC)OC)C1=NSC(=N1)C